N1C=C(C2=CC=CC=C12)CC(\C=C\C(C)C)NC(=O)C1=CC2=C(S1)C=C(C=C2)N2CCN(CC2)C (E)-N-(1-(1H-indol-3-yl)-5-methylhex-3-en-2-yl)-6-(4-methylpiperazine-1-yl)benzo[b]thiophene-2-carboxamide